C(CCCCCCCCCCCCCC)(=O)N pentadecanamide